[N+](=O)([O-])CC1(CCC1)CC(=O)OCC ethyl 2-(1-(nitromethyl)cyclobutyl)acetate